[Na].OC1=CC=C(C(=O)OCCC)C=C1 propyl 4-hydroxybenzoate sodium salt